7-(8-methylnaphthalen-1-yl)-2-(methylsulfinyl-5,6,7,8-tetrahydropyrido[3,4-d]pyrimidin-4-yl)piperazine-1-carboxylate CC=1C=CC=C2C=CC=C(C12)N1CC=2N=C(N=C(C2CC1)C1N(CCNC1)C(=O)[O-])S(=O)C